COCCNC(=O)C1CCC(CC1)NC(=O)C=1C=CC2=C(C=3N(CCO2)C=NC3)C1 N-((1r,4r)-4-((2-Methoxyethyl)carbamoyl)cyclohexyl)-5,6-dihydrobenzo[f]imidazo[1,5-d][1,4]oxazepine-10-carboxamide